(5-bromothiazol-2-yl)-1-methylpiperidine-4-carboxamide BrC1=CN=C(S1)C1N(CCC(C1)C(=O)N)C